ClC=1C=C(C=C(C1OC1=CN(C(C(=C1)F)=O)C(C)C)Cl)N1N=C(C(NC1=O)=O)NC(OCCCC)=O butyl (2-(3,5-dichloro-4-((5-fluoro-1-isopropyl-6-oxo-1,6-dihydropyridin-3-yl)oxy)phenyl)-3,5-dioxo-2,3,4,5-tetrahydro-1,2,4-triazin-6-yl)carbamate